ethyl 2-((tert-butoxycarbonyl) (prop-2-yn-1-yl)amino)-5-(dimethylphosphoryl)benzoate C(C)(C)(C)OC(=O)N(C1=C(C(=O)OCC)C=C(C=C1)P(=O)(C)C)CC#C